2-(6-((1S,3R,5R)-6,6-difluoro-8-azabicyclo[3.2.1]oct-3-yloxy)pyridazin-3-yl)-5-(1H-pyrazol-4-yl)phenol FC1([C@H]2C[C@@H](C[C@@H](C1)N2)OC2=CC=C(N=N2)C2=C(C=C(C=C2)C=2C=NNC2)O)F